C(C)(C)(C)OC(=O)N1CC(C2(CC1)CCCCC2)CCO (2-hydroxyethyl)-3-azaspiro[5.5]Undecane-3-carboxylic acid tert-butyl ester